FC1=C(C=CC(=C1F)OC)CC(=O)O 2,3-difluoro-4-methoxyphenylacetic acid